2-(2-amino-6-methoxy-8-oxo-7-(3,3,3-trifluoropropyl)-7,8-dihydro-9H-purin-9-yl)-4-fluorotetrahydrofuran-3-yl acetate C(C)(=O)OC1C(OCC1F)N1C2=NC(=NC(=C2N(C1=O)CCC(F)(F)F)OC)N